NCC=1C=C(C=CC1)C=1C=C(C2=C(C(=CO2)COC2=C(C=CC=C2)CC(=O)O)C1)C1=CC(=CC=C1)CN 2-(2-((5,7-bis(3-(aminomethyl)phenyl)benzofuran-3-yl)methoxy)phenyl)acetic acid